(4-(Cyclopropanecarbonyl)piperazin-1-yl)(6-methoxy-4-(4-methoxypiperidin-1-yl)quinolin-3-yl)methanone C1(CC1)C(=O)N1CCN(CC1)C(=O)C=1C=NC2=CC=C(C=C2C1N1CCC(CC1)OC)OC